5-methoxy-1-(5-(((2S,4R)-2-methylpiperidin-4-yl)methyl)pyrazolo[1,5-a]pyridin-3-yl)pyrimidine-2,4(1H,3H)-dione COC=1C(NC(N(C1)C=1C=NN2C1C=C(C=C2)C[C@H]2C[C@@H](NCC2)C)=O)=O